(2S,5S)-2-(1-(3,4-Difluorophenyl)-3-(thiophen-3-yl)-1H-pyrazol-4-yl)-5-methyl-3-(2-(2-Oxoindolin-5-yl)ethyl)oxazolidin-4-one FC=1C=C(C=CC1F)N1N=C(C(=C1)[C@@H]1O[C@H](C(N1CCC=1C=C2CC(NC2=CC1)=O)=O)C)C1=CSC=C1